2-(1-(5-acetyl-6-methoxypyridin-3-yl)ethoxy)isoindoline C(C)(=O)C=1C=C(C=NC1OC)C(C)ON1CC2=CC=CC=C2C1